CC1=C(OC=2C(=CC(N(C2)C)=O)C=2C3=C(C(N(C2)C)=O)NC(=C3)C3=CC=C(C=C3)C(F)(F)F)C(=CC=C1)C 4-(5-(2,6-dimethylphenoxy)-1-methyl-2-oxo-1,2-dihydropyridin-4-yl)-6-methyl-2-(4-(trifluoromethyl)phenyl)-1,6-dihydro-7H-pyrrolo[2,3-c]pyridin-7-one